(8S,9R,10S,13S,14S,17S)-17-acetyl-10,13-dimethyl-1,2,8,9,11,12,14,15,16,17-decahydrocyclopenta[a]phenanthren-3-one C(C)(=O)[C@H]1CC[C@H]2[C@@H]3C=CC4=CC(CC[C@]4([C@@H]3CC[C@]12C)C)=O